C(C)(C)(C)C1=C(OCC(=O)NC2=C(C=C(C=C2)O)CO)C=CC=C1 (2-(tert-butyl)phenoxy)-N-(4-hydroxy-2-(hydroxymethyl)phenyl)acetamide